(S)-5-(6-(2-hydroxy-6-methyl-4-(trifluoromethyl)phenyl)-3-((S)-1-hydroxyethyl)-2H-pyrazolo[3,4-b]pyridin-2-yl)-1-methylpiperidin-2-one OC1=C(C(=CC(=C1)C(F)(F)F)C)C=1C=CC=2C(N1)=NN(C2[C@H](C)O)[C@H]2CCC(N(C2)C)=O